COC([C@@H](CC)NC([C@H](CO)N)=O)=O (R)-2-((S)-2-amino-3-hydroxypropionylamino)butyric acid methyl ester